2-{3-[2-amino-6-(tert-butyl)-7H-pyrrolo[2,3-d]pyrimidin-4-yl]-2-(hydroxymethyl)phenyl}-6-cyclopropyl-8-fluoroisoquinolin-1(2H)-one NC=1N=C(C2=C(N1)NC(=C2)C(C)(C)C)C=2C(=C(C=CC2)N2C(C1=C(C=C(C=C1C=C2)C2CC2)F)=O)CO